C(C)(C)(C)OC(=O)C12CC(C1)(C2)C(=O)O 3-(tert-butoxycarbonyl)bicyclo[1.1.1]Pentane-1-carboxylic acid